ls-1,3-dioxo-2-isoindolineacetic acid O=C1N(C(C2=CC=CC=C12)=O)CC(=O)O